(R)-N-((3-((methoxy-d3)methyl-d2)thiophen-2-yl)methyl)-2-(9-(pyridin-2-yl)-6-oxaspiro[4.5]dec-9-yl)ethane-1-amine C(OC(C1=C(SC=C1)CNCC[C@]1(CCOC2(CCCC2)C1)C1=NC=CC=C1)([2H])[2H])([2H])([2H])[2H]